piperazine-Al N1(CCNCC1)C=O